tert-butyl 4-(6-nitro-pyridin-3-yl)-piperazine-1-carboxylate [N+](=O)([O-])C1=CC=C(C=N1)N1CCN(CC1)C(=O)OC(C)(C)C